6-Bromo-2-{4-[4-(methoxyacetyl)piperazin-1-yl]phenyl}-N-[1-(1-methylethyl)piperidin-4-yl]-3H-imidazo[4,5-b]pyridin-7-amine BrC=1C(=C2C(=NC1)NC(=N2)C2=CC=C(C=C2)N2CCN(CC2)C(COC)=O)NC2CCN(CC2)C(C)C